tert-butyl (R)-4-(4-((R)-2,6-dioxopiperidin-3-yl)-3,5-difluorophenyl)-3-(methoxymethyl)piperazine-1-carboxylate O=C1NC(CC[C@@H]1C1=C(C=C(C=C1F)N1[C@H](CN(CC1)C(=O)OC(C)(C)C)COC)F)=O